3-[(dimethylamino)methyl]-1H-Indole-7-carboxylic acid, methyl ester CN(C)CC1=CNC2=C(C=CC=C12)C(=O)OC